COCCC1=CC=C(C=C1)C#CC(C)(C)NC(OC(C)(C)C)=O tert-butyl (4-(4-(2-methoxyethyl)phenyl)-2-methylbut-3-yn-2-yl)carbamate